FC(C(C(C(F)(F)F)(F)F)(F)F)(S(=O)(=O)NS(=O)(=O)C(C(C(F)(F)F)(F)F)(F)F)F 1,1,2,2,3,3,4,4,4-nonafluoro-N-(1,1,2,2,3,3,3-heptafluoro-propylsulfonyl)butane-1-sulfonamide